FC1(C[C@]12CC1=CCCN1C2)F (1S,7a'S)-2,2-difluorodihydro-1'H,3'H-spiro[cyclopropane-1,2'-pyrrolizin]